1,8-bis[dimethylamino]naphthalene CN(C1=CC=CC2=CC=CC(=C12)N(C)C)C